2-(3-methoxyphenyl)-2-aminocyclohexyl Ketone COC=1C=C(C=CC1)C1(C(CCCC1)C(=O)C1C(CCCC1)(C1=CC(=CC=C1)OC)N)N